9-Fluoro-2-azabicyclo[6.1.0]nonane TFA salt OC(=O)C(F)(F)F.FC1C2CCCCCNC12